S1C(=NC=C1)C1=NN=C(S1)NC(=O)C=1C(N(C2=CC=C(C=C2C1O)F)CC)=O N-(5-(thiazol-2-yl)-1,3,4-thiadiazol-2-yl)-1-ethyl-6-fluoro-4-hydroxy-2-quinolone-3-carboxamide